CC(C(=O)O)(C(C)=O)C 2,2-dimethyl-3-oxobutanoic acid